N-(1-(2-(2-Morpholino-4-(trifluoromethyl)benzyl)-2,8-diazaspiro[4.5]decane-8-carbonyl)-1H-pyrazol-3-yl)methanesulfonamide O1CCN(CC1)C1=C(CN2CC3(CC2)CCN(CC3)C(=O)N3N=C(C=C3)NS(=O)(=O)C)C=CC(=C1)C(F)(F)F